ClC=1C=C2C=C(N=CC2=C(N1)Cl)NC(=O)C1C(C1)F N-(6,8-dichloro-2,7-naphthyridin-3-yl)-2-fluorocyclopropane-1-carboxamide